C([2H])([2H])([2H])N(CCC(=O)O)C1=CC=C2C(=CC(OC2=C1)=O)C1=C(C=CC=C1)C([2H])([2H])[2H] 3-((methyl-d3)(4-(2-(methyl-d3)phenyl)-2-oxo-2H-chromen-7-yl)amino)propanoic acid